4-(1H-imidazol-1-yl)-N-(pyridin-3-yl)pyrimidine-2-carboxamide N1(C=NC=C1)C1=NC(=NC=C1)C(=O)NC=1C=NC=CC1